IC=1C=C(OC2=NC=C(C(=O)N[C@H](C(=O)OC)CCC(C)(C)C)C=C2)C=CC1 methyl (S)-2-(6-(3-iodophenoxy)nicotinamido)-5,5-dimethylhexanoate